1-methoxy-1-oxopropan-2-yl 1-{2-chloro-4-fluoro-5-[3-methyl-2,6-dioxo-4-(trifluoromethyl)-3,6-dihydropyrimidin-1(2H)-yl]phenoxy}cyclopropanecarboxylate ClC1=C(OC2(CC2)C(=O)OC(C(=O)OC)C)C=C(C(=C1)F)N1C(N(C(=CC1=O)C(F)(F)F)C)=O